bis[3-(trimethoxysilyl)propyl]-disulphane CO[Si](CCCSSCCC[Si](OC)(OC)OC)(OC)OC